C(=O)O.FC(OC1=C(C=CC(=C1)C(F)(F)F)C1=C2C(=C(N=N1)N[C@H]1CN(CCC1)C)C=NC=C2)F 1-[2-(difluoromethoxy)-4-(trifluoromethyl)phenyl]-N-[(3R)-1-methylpiperidin-3-yl]pyrido[3,4-d]pyridazin-4-amine formate